N-(6-((4-(aminomethyl)-1H-pyrazol-1-yl)methyl)4-methoxybenzo[d]isoxazol-3-yl)-3-methoxybenzenesulfonamide NCC=1C=NN(C1)CC1=CC2=C(C(=NO2)NS(=O)(=O)C2=CC(=CC=C2)OC)C(=C1)OC